C(C)C(N([C@H]1CN(CCC1)C(=O)[C@@H]1CN(CC12CN(C2)C(=O)[C@@H]2C(C2)(C)C)C(=O)C2=CN=CS2)CC2CCCCC2)C(=O)O ethyl-N-(cyclohexylmethyl)-N-((R)-1-((S)-2-((S)-2,2-dimethylcyclopropane-1-carbonyl)-6-(thiazole-5-carbonyl)-2,6-diazaspiro[3.4]octane-8-carbonyl)piperidin-3-yl)glycine